methyl 7-(2-(trifluoromethoxy)benzamido)-4-vinyl-2,3-dihydrobenzofuran-5-carboxylate FC(OC1=C(C(=O)NC2=CC(=C(C=3CCOC32)C=C)C(=O)OC)C=CC=C1)(F)F